CN([Si](C)(C)C)CCC[Si](OC)(OC)C N-methyl-N-trimethylsilylaminopropyl-(methyl)dimethoxysilane